3-(2',4'-dichlorobenzidin-3-yl)-3-(3-(4-hydroxy-1,5-dimethyl-2-oxo-1,2-dihydropyridin-3-yl)ureido)propionic acid ClC1=C(C2=CC(=C(N)C=C2)C(CC(=O)O)NC(=O)NC=2C(N(C=C(C2O)C)C)=O)C=CC(C1)(N)Cl